1H-indazol-4-ylmethanol N1N=CC2=C(C=CC=C12)CO